FC=1C(=NC=CC1B(O)O)N1N=C(N=C1C(F)(F)F)C (3-fluoro-2-(3-methyl-5-(trifluoromethyl)-1H-1,2,4-triazol-1-yl)pyridin-4-yl)boronic acid